methyl 2-cyclopentyl-4-[2-(4-fluorophenyl)pyrazolo[4,3-b]pyridin-7-yl]benzoate C1(CCCC1)C1=C(C(=O)OC)C=CC(=C1)C=1C=2C(N=CC1)=CN(N2)C2=CC=C(C=C2)F